(1R,2R)-1-[2-(3-aminopropoxy)-5-methyl-phenyl]-2-(6-ethoxy-2-pyridyl)-N-[(6-fluoro-2-pyridyl)sulfonyl]cyclopropanecarboxamide NCCCOC1=C(C=C(C=C1)C)[C@@]1([C@@H](C1)C1=NC(=CC=C1)OCC)C(=O)NS(=O)(=O)C1=NC(=CC=C1)F